10-amino-N-(4-((4-(trifluoromethyl)benzyl)amino)phenyl)decanamide NCCCCCCCCCC(=O)NC1=CC=C(C=C1)NCC1=CC=C(C=C1)C(F)(F)F